ClC=1C=C(C=CC1OC(F)F)NC=1C2=C(N=CN1)C=CC(=N2)N2[C@@H]1CN[C@H](C2)CC1 N-[3-chloro-4-(difluoromethoxy)phenyl]-6-[(1S,4S)-2,5-diazabicyclo[2.2.2]octan-2-yl]pyrido[3,2-d]pyrimidin-4-amine